COC=1C2=C(N=C(N1)NC1CCC(CC1)N1C(CCC1)=O)NC=C2C2=CC=1N(C=C2)N=CC1 1-((1s,4s)-4-((4-methoxy-5-(pyrazolo[1,5-a]pyridin-5-yl)-7H-pyrrolo[2,3-d]pyrimidin-2-yl)amino)cyclohexyl)pyrrolidin-2-one